tert-butyl 4-[2-[(2,6-dibenzyloxy-3-pyridyl)amino]pyrimidin-5-yl]-3,6-dihydro-2H-pyridine-1-carboxylate C(C1=CC=CC=C1)OC1=NC(=CC=C1NC1=NC=C(C=N1)C=1CCN(CC1)C(=O)OC(C)(C)C)OCC1=CC=CC=C1